FCC(CCC(=O)O)=O 5-fluoro-4-oxo-pentanoic acid